CC(CC(=O)N)C 3-Methylbutyramide